CC1=CC(=CC=2C(C3=CC=CC=C3C12)C)N(C1=CC=C(C=C1)C=1C=CC=2N(C3=CC=CC=C3C2C1)C1=CC=CC=C1)C1=CC=CC=C1 4,9-dimethyl-N-phenyl-N-[4-(9-phenyl-9H-carbazol-3-yl)phenyl]-fluoren-2-amine